ClC=1C=C(C=CC1Cl)NC(=O)[C@@H]1[C@H]([C@@H]2CC[C@H]1O2)C2=CC(=NC=C2)NC(OC)=O methyl (4-((1S,2S,3R,4R)-3-((3,4-dichlorophenyl)carbamoyl)-7-oxabicyclo[2.2.1]heptan-2-yl)pyridin-2-yl)carbamate